C(C)C1=CC=C2C=NNC2=C1NC(=O)N=[S@](=O)(N)C1=CN=C(S1)C(C)(C)O (R)-N'-((6-ethyl-1H-indazol-7-yl)carbamoyl)-2-(2-hydroxypropan-2-yl)thiazole-5-sulfonimidamide